CC(CC1=C(C(=O)[O-])C=CC=C1)(CC1=C(C(=O)[O-])C=CC=C1)C 2,2-dimethylpropane-1,3-diyldibenzoate